N-{4-chloro-3-[4-(4-chloro-2-fluorophenyl)-5-cyano-6-oxo-1,6-dihydropyrimidin-2-yl]benzyl}-2,2-dimethylpropionamide ClC1=C(C=C(CNC(C(C)(C)C)=O)C=C1)C=1NC(C(=C(N1)C1=C(C=C(C=C1)Cl)F)C#N)=O